1-(1-methyl-1H-indol-6-yl)dihydropyrimidine-2,4(1H,3H)-dione CN1C=CC2=CC=C(C=C12)N1C(NC(CC1)=O)=O